NC1=C2N(C(N(C2=NC(=N1)NC1=C(C(=O)N(C)C)C=CC=C1OC)C1CCCC1)=O)C1=CC(=CC=C1)O [(6-amino-9-cyclopentyl-7-(3-hydroxyphenyl)-8-oxo-8,9-dihydro-7H-purine-2-yl)amino]-3-methoxy-N,N-dimethylbenzamide